C(C1=CC=CC=C1)O[C@@H]1[C@H](C[C@@H](OC1)C(=O)N1[C@H](C2=CC=CC=C2CC1)C1=CC=C(C=C1)F)O ((2r,4S,5S)-5-(benzyloxy)-4-hydroxytetrahydro-2H-pyran-2-yl)((S)-1-(4-fluorophenyl)-3,4-dihydroisoquinolin-2(1H)-yl)methanone